Myristoleylcarnitine CCCC/C=C\CCCCCCCCC(CC(=O)[O-])(C[N+](C)(C)C)O